CS(=O)(=O)C=1N=CC2=C(N1)N(C(C(=C2C#C[Si](C(C)C)(C(C)C)C(C)C)C)=O)CC=2N(C=CN2)C(=O)OC(C)(C)C tert-butyl 2-({2-methanesulfonyl-6-methyl-7-oxo-5-[2-(triisopropylsilyl)ethynyl]pyrido[2,3-d]pyrimidin-8-yl}methyl)imidazole-1-carboxylate